C(C)(C)C1=C(C=CC=C1)C1=NC=C2NC(N(C2=N1)CC1=CC=C(C=C1)C=1N(C=C(N1)C(F)(F)F)C1CN(C1)C)=O 2-(2-isopropylphenyl)-9-(4-(1-(1-methylazetidin-3-yl)-4-(trifluoromethyl)-1H-imidazol-2-yl)benzyl)-7,9-dihydro-8H-purin-8-one